FC1=CC(=CC=2N(C(=NC21)C)C2CCN(CC2)C)C2=CNC1=NC=C(C=C12)C1=CC(=NC=C1)N1CCN(CC1)C 4-fluoro-2-methyl-6-(5-(2-(4-methylpiperazin-1-yl)pyridin-4-yl)-1H-pyrrolo[2,3-b]pyridin-3-yl)-1-(1-methylpiperidin-4-yl)-1H-benzo[d]imidazole